9,9-diphenyl-9H-fluoren-4-amine C1(=CC=CC=C1)C1(C2=CC=CC=C2C=2C(=CC=CC12)N)C1=CC=CC=C1